4-toluenesulfinic acid sodium salt tetrahydrate O.O.O.O.[Na+].CC1=CC=C(C=C1)S(=O)[O-]